C(#N)C1=CC=C(C=C1)C=1C(=NN(C1O)C1=CC=C(C=N1)S(=O)(N(C)C)=NC(OC(C)(C)C)=O)C tert-butyl ((6-(4-(4-cyanophenyl)-5-hydroxy-3-methyl-1H-pyrazol-1-yl)pyridin-3-yl)(dimethylamino)(oxo)-λ6-sulfaneylidene)carbamate